N'-(tert-butyldimethylsilyl)-4-((7-methoxyquinazolin-4-yl)amino)-N-methylbenzenesulfonimidamide [Si](C)(C)(C(C)(C)C)N=S(=O)(NC)C1=CC=C(C=C1)NC1=NC=NC2=CC(=CC=C12)OC